3-(1,2,3,4-tetrahydro-1,4-epoxynaphthalen-6-yl)tetrahydro-1H-pyrrolizine C12CCC(C3=CC(=CC=C13)C1CCC3=CCCN13)O2